C(C)OCCN1C=NC=2C1=NC=C(N2)C(=O)N2CC(CCC2)COC=2C(=NC=CC2)C(F)(F)F (1-(2-ethoxyethyl)-1H-imidazo[4,5-b]pyrazin-5-yl)(3-(((2-(trifluoromethyl)pyridin-3-yl)oxy)methyl)piperidin-1-yl)methanone